CC=1N(C2=CC=CC(=C2C1)[N+](=O)[O-])C(=O)OC(C)(C)C tert-Butyl 2-methyl-4-nitro-1H-indole-1-carboxylate